C(C)(SC1=C(C=C(C=C1)F)OC)=O S-(4-fluoro-2-methoxy-phenyl) ethanethioate